C1(CC1)C=1N=CC=2C3=C(C=C(C2C1)S(=O)(=O)NCC(C)C)[C@@H](C[C@@H]3NC3=NN=CN3C=3C=NC=CC3)NC3=NN=CN3C=3C=NC=CC3 |r| (7RS,9SR)-3-cyclopropyl-N-(2-methylpropyl)-7,9-bis[(4-pyridin-3-yl-1,2,4-triazol-3-yl)amino]-8,9-dihydro-7H-cyclopenta[H]isoquinoline-5-sulfonamide